C(#N)[C@@]1([C@H](O)[C@H](O)[C@@H](CO)O1)N1C=NC=2C(N)=NC=NC12 cyanoadenosine